FC1(C2CN(CC12)C1=NC2=C(C=C(C=C2C(N1C)=O)C)[C@@H](C)NC1=C(C(=O)O)C=CC=C1)F 2-(((1R)-1-(2-(6,6-difluoro-3-azabicyclo[3.1.0]hexan-3-yl)-3,6-dimethyl-4-oxo-3,4-dihydroquinazolin-8-yl)ethyl)amino)benzoic acid